C1(CC1)COC1=C(C=CC(=N1)C(=O)NC(C(=O)OCC)(C(C)F)CC)N1CC(C1)OC Ethyl 2-{[6-(cyclopropylmethoxy)-5-(3-methoxyazetidin-1-yl) pyridine-2-carbonyl] amino}-2-ethyl-3-fluorobutyrate